C(C)(C)(C)N(C(O)=O)C1CCC(CC1)N.OCCC(=O)NC(C(NC1=CC=C(C=C1)[Si](C)(C)C)=O)C1=CC=C(C=C1)OC 3-hydroxy-N-(1-(4-methoxyphenyl)-2-oxo-2-((4-(trimethylsilyl)phenyl)amino)ethyl)propanamide tert-Butyl-((1r,4r)-4-aminocyclohexyl)carbamate